C(C1=CC=CC=C1)OC(=O)NS(=O)(=O)N([C@H](C(=O)OC(C)(C)C)CC(=O)OC(C)(C)C)CC1=CC(=CC=C1)C(=O)OCC[Si](C)(C)C (S)-di-tert-butyl 2-((N-((benzyloxy)carbonyl)sulfamoyl) (3-((2-(trimethylsilyl)ethoxy)carbonyl)benzyl)amino)succinate